7-[(2r,3s)-2-methyl-oxetan-3-yl]-2-[[1-methyl-3-(oxetan-3-yloxy)pyrazol-4-yl]amino]pyrrolo[2,3-d]pyrimidine-6-carbonitrile C[C@H]1OC[C@@H]1N1C(=CC2=C1N=C(N=C2)NC=2C(=NN(C2)C)OC2COC2)C#N